CN1CCN(CC1)CCOC=1C=C(C=CC1)CCN 2-{3-[2-(4-methylpiperazin-1-yl)ethoxy]phenyl}ethan-1-amine